2-acetamido-N-(3-methyl-1,2,4-thiadiazol-5-yl)benzamide C(C)(=O)NC1=C(C(=O)NC2=NC(=NS2)C)C=CC=C1